CC1=C(C=C(C=C1)C)C1CC2(C1)CCN(CC2)C(=O)OC(C)(C)C tert-Butyl 2-(2,5-dimethylphenyl)-7-azaspiro[3.5]nonane-7-carboxylate